C1(CC1)C1=CC(=CC(=N1)C=1OC2=C(N1)C=C(C=C2C(F)(F)F)CNCCOC)C2=C(C=C(C=C2)F)C2=NN=CN2C N-((2-(6-Cyclopropyl-4-(4-fluoro-2-(4-methyl-4H-1,2,4-triazol-3-yl)phenyl)pyridin-2-yl)-7-(trifluoromethyl)benzo[d]oxazol-5-yl)methyl)-2-methoxyethan-1-amine